tert-butyl (2R,3S)-3-((tert-butyldiphenylsilyl)oxy)-2-(hydroxymethyl)pyrrolidine-1-carboxylate [Si](C1=CC=CC=C1)(C1=CC=CC=C1)(C(C)(C)C)O[C@@H]1[C@H](N(CC1)C(=O)OC(C)(C)C)CO